(1-oxo-1-(phenylamino)hex-2-yl)carbamic acid tert-butyl ester C(C)(C)(C)OC(NC(C(NC1=CC=CC=C1)=O)CCCC)=O